FC1=CC=C(C=C1)N1N=C(C(=C1)O)C(=O)OCC ethyl 1-(4-fluorophenyl)-4-hydroxy-1H-pyrazole-3-carboxylate